6-(2-hydroxyethoxy)-3-hydroxypyrazine-2-carboxamide OCCOC1=CN=C(C(=N1)C(=O)N)O